NC1=CC=C(C(=N1)C)CNC(=O)[C@@H]1CCC=2N1C(C(=CN2)NCC2=CC=C(C=C2)F)=O (S)-N-((6-AMINO-2-METHYLPYRIDIN-3-YL)METHYL)-3-((4-FLUOROBENZYL)AMINO)-4-OXO-4,6,7,8-TETRAHYDROPYRROLO[1,2-A]PYRIMIDINE-6-CARBOXAMIDE